ClC=1C=C(C(=NC1)C)S(=O)(=O)NC=1C(=C(C(=CC1)F)C1=C(C2=C(C=N1)C(=NN2)C(=O)NC)F)F 6-[3-(5-Chloro-2-methylpyridine-3-sulfonamido)-2,6-difluorophenyl]-7-fluoro-N-methyl-1H-pyrazolo[4,3-c]pyridine-3-carboxamide